C(C(=C)C)(=O)OC1=CC(=NC(=C1)N(C)C)N(C)C (2,6-bis(dimethylamino) pyridine-4-yl) methacrylate